ClC1=C2CN(C(C2=CC=C1N1CCN(CC1)C1CC(C1)OC1CCNCC1)=O)C1C(NC(CC1)=O)=O 3-(4-chloro-1-oxo-5-{4-[(1r,3r)-3-(piperidin-4-ylhydroxy)cyclobutyl]piperazin-1-yl}-3H-isoindol-2-yl)piperidine-2,6-dione